OCC1C2CCN(CC12)C(=O)OC(C)(C)C Tert-butyl trans-7-(hydroxymethyl)-3-azabicyclo[4.1.0]heptane-3-carboxylate